CC1(CCC2=C(SC=C2)C1NC1=C(C(C1=O)=O)NC1=C(C(=NC=C1)C(=O)N(C)C)O)C 4-((2-((6,6-dimethyl-4,5,6,7-tetrahydrobenzo[b]thiophen-7-yl)amino)-3,4-dioxocyclobut-1-en-1-yl)amino)-3-hydroxy-N,N-dimethylpicolinamide